ClC1=CC=C(CNC(C(=O)NC2=C(C(=O)OC)C=C(C=C2)[N+](=O)[O-])=O)C=C1 methyl 2-(2-((4-chlorobenzyl)amino)-2-oxoacetamido)-5-nitrobenzoate